C(C)N(C(C1=C(C=CC(=C1)F)OC1=C(N=CN=N1)N1CC2(CN(C2)C(C(C)C)CCCNCC(C)(C)OC)CC1)=O)C(C)C N-ethyl-5-fluoro-N-isopropyl-2-((5-(2-(6-((2-methoxy-2-methylpropyl)amino)-2-methylhex-3-yl)-2,6-diazaspiro[3.4]oct-6-yl)-1,2,4-triazin-6-yl)oxy)benzamide